ClC=1C=CC(=C(C(=O)NC=2C=C(C=C(C2)C(F)(F)F)C2=C(C=CC=C2C)C)C1)O 5-chloro-N-(2',6'-dimethyl-5-(trifluoromethyl)-[1,1'-biphenyl]-3-yl)-2-hydroxybenzamide